S1(OC[C@H]2COCCN21)=O (3aR)-tetrahydro-3H-[1,2,3]oxathiazolo[4,3-c][1,4]oxazine 1-oxide